C(C)(C)(C)OC(=O)N(C1CCN(CC1)C=1C2=CN(N=C2C(=C(C1)F)C(=O)O)C)C1CC1 4-[4-[tert-butoxycarbonyl(cyclopropyl)amino]-1-piperidyl]-6-fluoro-2-methyl-indazole-7-carboxylic acid